FC(COC=1C(=NC=C(C1)C=C)OC1=CC=2N(C=C1)N=C(C2)C(=O)OCC)(F)F Ethyl 5-((3-(2,2,2-trifluoroethoxy)-5-vinylpyridin-2-yl)oxy)pyrazolo[1,5-a]pyridine-2-carboxylate